C(CCC)C(CSC=1C=C(SC1)C=O)CCCCCC 4-((2-butyloctyl)thio)thiophene-2-carbaldehyde